7-((6-((dimethylamino)methyl)-5-morpholinopyridin-2-yl)amino)-4-(1-methyl-1H-imidazol-5-yl)isoindolin-1-one CN(C)CC1=C(C=CC(=N1)NC=1C=CC(=C2CNC(C12)=O)C1=CN=CN1C)N1CCOCC1